COC(C1=CN=C(C(=C1)[N+](=O)[O-])C1=C(CCC1)C(=O)OC)=O 6-(2-(methoxycarbonyl)cyclopent-1-en-1-yl)-5-nitronicotinic acid methyl ester